The molecule is a glycoside that consists of a beta-1,3-linked nonaglucan backbone with a beta-1,6-glucotetraose branch at the 6-O-position of the nonaglucan central sugar unit and with a 2-aminoethoxy moiety at the reducing-end anomeric centre. It is a glycoside and an oligosaccharide derivative. It derives from a beta-D-Glc-(1->3)-beta-D-Glc-(1->3)-beta-D-Glc-(1->3)-beta-D-Glc-(1->3)-[beta-D-Glc-(1->6)-beta-D-Glc-(1->6)-beta-D-Glc-(1->6)-beta-D-Glc-(1->6)-beta-D-Glc-(1->6)]-beta-D-Glc-(1->3)-beta-D-Glc-(1->3)-beta-D-Glc-(1->3)-beta-D-Glc-(1->3)-beta-D-Glc. C(CO[C@H]1[C@@H]([C@H]([C@@H]([C@H](O1)CO)O)O[C@H]2[C@@H]([C@H]([C@@H]([C@H](O2)CO)O)O[C@H]3[C@@H]([C@H]([C@@H]([C@H](O3)CO)O)O[C@H]4[C@@H]([C@H]([C@@H]([C@H](O4)CO)O)O[C@H]5[C@@H]([C@H]([C@@H]([C@H](O5)CO[C@H]6[C@@H]([C@H]([C@@H]([C@H](O6)CO[C@H]7[C@@H]([C@H]([C@@H]([C@H](O7)CO[C@H]8[C@@H]([C@H]([C@@H]([C@H](O8)CO[C@H]9[C@@H]([C@H]([C@@H]([C@H](O9)CO)O)O)O)O)O)O)O)O)O)O)O)O)O)O[C@H]1[C@@H]([C@H]([C@@H]([C@H](O1)CO)O)O[C@H]1[C@@H]([C@H]([C@@H]([C@H](O1)CO)O)O[C@H]1[C@@H]([C@H]([C@@H]([C@H](O1)CO)O)O[C@H]1[C@@H]([C@H]([C@@H]([C@H](O1)CO)O)O)O)O)O)O)O)O)O)O)O)N